N-(3-chloro-4-fluorophenyl)-4-(5-(3-(2,5-dimethyl-1H-pyrrol-1-yl)-1,4-dimethyl-1H-pyrazol-5-yl)-5-hydroxyoctahydro-pentalen-2-yl)-1-methyl-1H-imidazole-5-carboxamide ClC=1C=C(C=CC1F)NC(=O)C1=C(N=CN1C)C1CC2CC(CC2C1)(O)C1=C(C(=NN1C)N1C(=CC=C1C)C)C